3H-Imidazole-4-carboxylic acid (4-hydroxy-phenyl)-amide OC1=CC=C(C=C1)NC(=O)C=1NC=NC1